C1=CC=CC=2C3=CC=CC=C3N(C12)C1=C(C=CC=2N(C3=CC=CC=C3C12)C1=CC=CC=C1)N(C1=CC=C(C=C1)C=1C2=CC=CC=C2C(=C2C=CC=CC12)C1=CC=CC=C1)C1=CC=CC=C1 4-(9H-carbazol-9-yl)N,9-diphenyl-N-[4-(10-phenyl-9-anthryl)phenyl]-9H-Carbazol-3-amine